BrC=1C=NN2C1N=C(N=C2NCC2=CC=C(C=C2)C2=NC=CC=C2)N[C@H]2[C@H](CCCC2)NC(OC(C)(C)C)=O tert-butyl N-[(1S,2R)-2-{[8-bromo-4-({[4-(pyridin-2-yl)phenyl]methyl}amino)pyrazolo[1,5-a][1,3,5]triazin-2-yl]amino}cyclohexyl]carbamate